BrC=1C=C(C=CC1)/C=C/C(=O)NNC(C=CC1=CC=CC=C1)=O (E)-3-(3-bromophenyl)-N'-cinnamoylacrylohydrazide